(R)-6-(4-fluoro-3-isopropyl-5-(2-methyl-4-(oxetan-3-yl)piperazin-1-yl)-1H-pyrrolo[2,3-c]pyridin-2-yl)-8-methoxy-[1,2,4]triazolo[1,5-a]pyridine FC1=C2C(=CN=C1N1[C@@H](CN(CC1)C1COC1)C)NC(=C2C(C)C)C=2C=C(C=1N(C2)N=CN1)OC